(R)-1-(3-(3-(6-aminopyridazin-4-yl)-5-chlorophenyl)morpholino)prop-2-en-1-one NC1=CC(=CN=N1)C=1C=C(C=C(C1)Cl)[C@@H]1COCCN1C(C=C)=O